O1C=C(C=C1)C1=NN2C(O[C@@H](CC2)C)=C1C(=O)N[C@@H]1C(NC2=C(C(=N1)C1=CC=CC=C1)C=CC=C2)=O (5R)-2-(3-furyl)-5-methyl-N-[(3S)-2-oxo-5-phenyl-1,3-dihydro-1,4-benzodiazepine-3-yl]-6,7-dihydro-5H-pyrazolo[5,1-b][1,3]Oxazine-3-carboxamide